ClC1=CC(=C(COC2=CC=CC(=N2)C2CCN(CC2)CC2=NC3=C(N2C)C(=C(C=C3)C(=O)O)O)C=C1)F 2-((4-(6-((4-Chloro-2-fluorobenzyl)oxy)pyridin-2-yl)piperidin-1-yl)methyl)-7-hydroxy-1-methyl-1H-benzo[d]imidazole-6-carboxylic acid